COC(C[C@H]1C=2N(C3=C(C(=N1)C1=CC=C(C=C1)C1=CC=C(C=C1)C(=O)O)C(=C(S3)C)C)C(=NN2)C)=O 4'-[(6S)-6-(2-methoxy-2-oxoethyl)-2,3,9-trimethyl-6H-thieno[3,2-f][1,2,4]triazolo[4,3-a][1,4]diazepin-4-yl][1,1'-biphenyl]-4-carboxylic acid